6-(((oxetan-3-yl-methyl)(1-phenylcyclopropyl)amino)methyl)-5-fluoro-N-hydroxynicotinamide O1CC(C1)CN(C1(CC1)C1=CC=CC=C1)CC1=NC=C(C(=O)NO)C=C1F